NC1=NC2=C(C=C(C1)C(NCCCNC(=O)OC(C)(C)C)=O)C=CC(=C2)C(=O)O 2-amino-4-[3-(tert-butoxycarbonylamino)propyl-carbamoyl]-3H-1-benzazepine-8-Carboxylic acid